CN1N=C(C(=C1)C)C(CNC(OC(C)(C)C)=O)=O tert-butyl [2-(1,4-dimethyl-1H-pyrazol-3-yl)-2-oxoethyl]carbamate